Cl.NC1CC(C1)OC=1C=CC(=NC1F)C#N 5-((1r,3r)-3-aminocyclobutoxy)-6-fluoropyridinecarbonitrile hydrochloride